CN1N=C(C(=C1)N)NC=1C=NC(=CC1)OC1=CC=CC2=C1C1(CC1)CO2 1-methyl-N3-(6-spiro[2H-benzofuran-3,1'-cyclopropane]-4-yloxy-3-pyridinyl)pyrazole-3,4-diamine